C(=O)O.C1(=CC=CC=C1)C=1OSC1 phenyl-thioxetine formate